N1(CCC1)C=1C=C2C(=CC=NC2=CC1)NC1=CC=C(C(=O)NC2=CC=C(C=C2)NC2=CC(=NC=C2)C)C=C1 4-((6-(azetidin-1-yl)quinolin-4-yl)amino)-N-(4-((2-methylpyridin-4-yl)amino)phenyl)benzamide